ClC=1C=C(C=C(C1)Cl)C1=CC(=CC=C1)[C@@H](C)NC1=NC(=NC2=CC(=C(C=C12)OC)OC)C N-[(1R)-1-(3',5'-dichlorobiphenyl-3-yl)ethyl]-6,7-dimethoxy-2-methylquinazolin-4-amine